tert-Butyl (1R,3S)-3-(isoquinoline-1-carbonyloxy)-1-[(2-methylpropane-2-sulfinyl)amino]-8-azaspiro[4.5]decane-8-carboxylate C1(=NC=CC2=CC=CC=C12)C(=O)O[C@@H]1C[C@H](C2(C1)CCN(CC2)C(=O)OC(C)(C)C)NS(=O)C(C)(C)C